C(C)(=O)N1CCN(CC1)CC1CCN(CC1)C(CN1N=C(C(=C1)NC(=O)C=1C=NN2C1N=CC=C2)C2=C(C=CC(=C2)SC)OC(F)F)=O N-[1-[2-[4-[(4-acetylpiperazin-1-yl)methyl]-1-piperidyl]-2-oxo-ethyl]-3-[2-(difluoromethoxy)-5-methylsulfanyl-phenyl]pyrazol-4-yl]pyrazolo[1,5-a]pyrimidine-3-carboxamide